C(C)OC(=O)C=1NC2=CC=C(C=C2C1)C(F)(F)F 5-(trifluoromethyl)-1H-indole-2-carboxylic acid ethyl ester